CN(C(=O)N)C1CCN(CC1)C 1-methyl-1-(1-methylpiperidin-4-yl)urea